tert-butyl (R)-3-(6-(1-(tert-butoxycarbonyl)-3-methyl-1H-pyrrolo[2,3-b]pyridin-5-yl)-2-(2,6-dimethylisonicotinoyl)-1,2,3,4-tetrahydroisoquinolin-8-yl)morpholine-4-carboxylate C(C)(C)(C)OC(=O)N1C=C(C=2C1=NC=C(C2)C=2C=C1CCN(CC1=C(C2)[C@H]2N(CCOC2)C(=O)OC(C)(C)C)C(C2=CC(=NC(=C2)C)C)=O)C